ClC=1C=C(C=CC1F)NC1=NC=NC2=CC(=C(C=C12)O[C@@H]1CC[C@H](CC1)NS(=O)(=O)C)OC 4-[(3-chloro-4-fluoro-phenyl)amino]-6-(trans-4-methanesulfonylamino-cyclohex-1-yloxy)-7-methoxy-quinazoline